Pentane chloride [Cl-].CCCCC